CSC=1C2=C(N=CN1)N=CS2 7-(methylthio)thiazolo[4,5-d]pyrimidine